C1(CC1)C1=NN(C=C1)C([2H])([2H])[2H] 3-cyclopropyl-1-(methyl-d3)-1H-pyrazole